(S)-2-((S)-4,4-difluoro-3-(5-((methylsulfonyl)methyl)-6-oxo-1,6-dihydropyridin-3-yl)piperidin-1-yl)-N-(5-(4-fluorophenoxy)pyrazin-2-yl)propionamide 3,5-dibromosalicyl-fumarate BrC1=C(C(C/C(/C(=O)O)=C\C(=O)O)=CC(=C1)Br)O.FC1([C@H](CN(CC1)[C@H](C(=O)NC1=NC=C(N=C1)OC1=CC=C(C=C1)F)C)C1=CNC(C(=C1)CS(=O)(=O)C)=O)F